BrC1=CC(=NS1)C 5-bromo-3-methylisothiazole